ClC1=CC=C(C=N1)N1C(=NC(=C1C)C#C)C(=O)N 1-(6-chloro-3-pyridyl)-4-ethynyl-5-methyl-imidazole-2-carboxamide